BrC=1C=C(C=CC1)N(C(OC(C(F)(F)F)(C)C)=O)CC12CCC(CC1)(CC2)C2=CC(=NN2C)C2(CC2)F 1,1,1-trifluoro-2-methylpropan-2-yl (3-bromophenyl)((4-(3-(1-fluorocyclopropyl)-1-methyl-1H-pyrazol-5-yl)bicyclo[2.2.2]octan-1-yl)methyl)carbamate